(1S)-2-Hydroxy-1,2,2-triphenylethyl (3S,5E)-3-hydroxy-4,4-dimethyl-5-heptenoate O[C@@H](CC(=O)O[C@H](C(C1=CC=CC=C1)(C1=CC=CC=C1)O)C1=CC=CC=C1)C(\C=C\C)(C)C